N1=CC=C2N1C=C(C=N2)C2=CC=C(N)C=C2 4-(pyrazolo[1,5-a]pyrimidin-6-yl)aniline